N2-methyl-3-(1-(pyridin-2-yl)ethoxy)-1H-pyrrole-2,5-dicarboxamide CNC(=O)C=1NC(=CC1OC(C)C1=NC=CC=C1)C(=O)N